3-(4-((8-(4-(4-amino-3-(4-phenoxyphenyl)-1H-pyrazolo[3,4-d]pyrimidin-1-yl)piperidine-1-yl)octyl)thio)-1-oxoisoindolin-2-yl)piperidine-2,6-dione NC1=C2C(=NC=N1)N(N=C2C2=CC=C(C=C2)OC2=CC=CC=C2)C2CCN(CC2)CCCCCCCCSC2=C1CN(C(C1=CC=C2)=O)C2C(NC(CC2)=O)=O